propanthial S-oxide C(CC)=S=O